tert-butyl (R)-((3-(5-chloro-2-(4,4-difluoroazepan-1-yl)-4-(trifluoromethyl)benzamido)phenyl)(methyl)(oxo) λ6-sulfaneylidene)carbamate ClC=1C(=CC(=C(C(=O)NC=2C=C(C=CC2)[S@](=O)(C)=NC(OC(C)(C)C)=O)C1)N1CCC(CCC1)(F)F)C(F)(F)F